4-(5-Chloro-2-(4-chloro-1H-1,2,3-triazol-1-yl)phenyl)-3-fluoropyridin-2(1H)-one ClC=1C=CC(=C(C1)C1=C(C(NC=C1)=O)F)N1N=NC(=C1)Cl